FC=1C=C(C(C(=O)[O-])=CC1O)C(=O)[O-] 4-fluoro-5-hydroxyphthalate